COC1=C(CC(N)C)C=C2C(=C1)OCO2 2-methoxy-4,5-methylenedioxy-amphetamine